C1(CC1)N1[C@@H](CN(CC1)C1CCN(CC1)C1=C(C=C(C(=C1)OC)NC1=NC=NC(=C1)N1OCC[C@@H]1C1=CC=CC2=CC=CC=C12)NC(C=C)=O)C N-(2-(4-((R)-4-cyclopropyl-3-methylpiperazine-1-yl)piperidine-1-yl)-4-methoxy-5-((6-((R)-3-(naphthalene-1-yl)isoxazolidine-2-yl)pyrimidine-4-yl)amino)phenyl)acrylamide